(S)-methyl 4-(((benzyloxy) carbonyl) amino)-5-(((S)-1-(tert-butoxy)-1-oxopropan-2-yl) amino)-5-oxopentanoate C(C1=CC=CC=C1)OC(=O)N[C@@H](CCC(=O)OC)C(=O)N[C@H](C(=O)OC(C)(C)C)C